methyl (3-{[5-amino-6-fluoro-7-(8-methyl-2,3-dihydro-1H-pyrido[2,3-b][1,4]oxazin-7-yl)quinazolin-2-yl]amino}-4-methoxyphenyl)acetate NC1=C2C=NC(=NC2=CC(=C1F)C1=C(C2=C(OCCN2)N=C1)C)NC=1C=C(C=CC1OC)CC(=O)OC